CNC=1C2=C(N=CN1)N(C=C2)[C@H]2[C@@H]([C@@H]([C@H](C2)CS(=O)CCNCCC2=CC=CC=C2)O)O (1R,2S,3R,5S)-3-(4-(Methylamino)-7H-pyrrolo[2,3-d]pyrimidin-7-yl)-5-(((2-(phenethylamino)ethyl)sulfinyl)methyl)cyclopentane-1,2-diol